The molecule is a benzoate ester that is methyl-4-hydroxybenzoate in which the phenolic hydrogen has been replaced by a sulfo group. It is a benzoate ester, a methyl ester and an aryl sulfate. It derives from a 4-hydroxybenzoic acid. It is a conjugate acid of a methyl-4-hydroxybenzoate O-sulfate(1-). COC(=O)C1=CC=C(C=C1)OS(=O)(=O)O